butyl 3-(difluoromethyl)-6,7-dihydropyrazolo[1,5-a]pyrazine-5(4H)-carboxylate FC(C=1C=NN2C1CN(CC2)C(=O)OCCCC)F